2-chloro-6-((cyclopentylmethyl)(methyl)amino)-N,N-dimethylisonicotinamide ClC=1C=C(C(=O)N(C)C)C=C(N1)N(C)CC1CCCC1